14-chloro-21-(cyclopropoxy)-4-fluoro-15-methoxy-17,17-dioxo-10-oxa-17λ6-thia-18-azatetracyclo[17.3.1.112,16.02,7]tetracosa-1(23),2(7),3,5,12,14,16(24),19,21-nonaen-11-one ClC=1C=C2C(OCCC=3C=CC(=CC3C=3C=C(C=C(NS(C(C1OC)=C2)(=O)=O)C3)OC3CC3)F)=O